FC1=CC(=CC2=C1C=C(O2)C(=O)NS(=O)(=O)C2=C(C=CC(=C2)C)OC(C)C)N2CC(C2)F 4-Fluoro-6-(3-fluoroazetidin-1-yl)-N-{5-methyl-2-[(propan-2-yl)oxy]benzene-1-sulfonyl}-1-benzofuran-2-carboxamide